methyl (1s,4s)-2'-bromo-5'-chloro-4-[(3-chlorophenyl)(trifluoroacetyl)amino]spiro[cyclohexane-1,1'-indene]-4-carboxylate BrC=1C2(C3=CC=C(C=C3C1)Cl)CCC(CC2)(C(=O)OC)N(C(C(F)(F)F)=O)C2=CC(=CC=C2)Cl